C(CC(C)C)OC(\C=C\C1=CC=CC=C1)=O.CC(C)(CCC(C)(OOC(=O)C=1C=C(C=CC1)C)C)OOC(=O)C=1C=C(C=CC1)C 2,5-dimethyl-2,5-di(m-toluoylperoxy)hexane (E)-Isoamyl-cinnamate